1-(4-chloro-2-iodo-5-methoxy-phenyl)-3-[(1S)-1-(2-pyrimidin-2-yl-1,2,4-triazol-3-yl)ethyl]urea ClC1=CC(=C(C=C1OC)NC(=O)N[C@@H](C)C=1N(N=CN1)C1=NC=CC=N1)I